CN(C=1C(=NON1)C(=O)N(C(OC(C)(C)C)=O)C1=CC=CC=C1)C tert-Butyl (4-(dimethylamino)-1,2,5-oxadiazole-3-carbonyl)(phenyl)carbamate